C12CCC(CC1)N2C=2C=C1C(=CC=NC1=CC2)C(=O)O 6-(7-azabicyclo[2.2.1]heptan-7-yl)quinoline-4-carboxylic acid